C1(CC1)N(C1=CC=2N(C=C1)C(N(N2)C)=O)C2=CC=C(C=C2)C(=O)N2CCC(CC2)(F)F 7-(cyclopropyl(4-(4,4-difluoropiperidine-1-carbonyl)phenyl)amino)-2-methyl-[1,2,4]triazolo[4,3-a]pyridin-3(2H)-one